S1C(=CC=C1)C1CN(CCN1)C(=O)[O-] 3-thiophen-2-ylpiperazine-1-carboxylate